4-(7-((4,4-difluoro-1-piperidinyl)carbonyl)-2-quinoxalinyl)-1-methyl-2(1H)-pyrimidinone FC1(CCN(CC1)C(=O)C1=CC=C2N=CC(=NC2=C1)C1=NC(N(C=C1)C)=O)F